Cl.COC([C@@H](C)NC)=O (R)-2-(methylamino)propionic acid methyl ester hydrochloride